tert-butyl-(R)-(1-((1,3-dioxolan-2-yl) oxy)-3-phenylpropane-2-yl) carbamate C(N)(O[C@@H](COC1OCCO1)C(C1=CC=CC=C1)C(C)(C)C)=O